N-{3-[2-(4-chloro-3-fluorophenoxy)acetylamino]bicyclo[1.1.1]pentan-1-yl}acetamide ClC1=C(C=C(OCC(=O)NC23CC(C2)(C3)NC(C)=O)C=C1)F